diphenyl-2,4,6-trimethyl-phenylsulfonium C1(=CC=CC=C1)[S+](C1=C(C=C(C=C1C)C)C)C1=CC=CC=C1